Cl.CC=1C(=C(CC2=C(C#N)C=CC=C2)C=C(C1)C)OCCN1CCN(CC1)C 2-(3,5-dimethyl-2-(2-(4-methylpiperazin-1-yl)ethoxy)benzyl)benzonitrile hydrochloride